[NH2+]1C[NH2+]CC1 imidazolidine-1,3-diium